ClC1=C2C=CNC2=CC(=C1)N1C(=NC2=C1C=CC(=C2)C=2C=NC(=CC2)N2CCCC2)N (4-chloro-1H-indol-6-yl)-5-(6-(pyrrolidin-1-yl)pyridin-3-yl)-1H-benzo[d]imidazol-2-amine